C(C)(C)(C)OC(=O)N1CC(CC=C1C=1C=CC2=C(N=C(S2)C)C1)C 3-Methyl-6-(2-methylbenzo[d]thiazol-5-yl)-3,4-dihydropyridine-1(2H)-carboxylic acid tert-butyl ester